(1,5-dimethyl-1H-pyrazol-4-yl)-2-mercapto-6-(trifluoromethyl)nicotinonitrile CN1N=CC(=C1C)C=1C(=NC(=C(C#N)C1)S)C(F)(F)F